(S)-N-[(1R)-2-[(tertbutyldimethylsilyl)oxy]-1-[4-(4-methyl-1,3-thiazol-5-yl)phenyl]ethyl]-2-methylpropane-2-sulfinamide C(C)(C)(C)[Si](OC[C@@H](C1=CC=C(C=C1)C1=C(N=CS1)C)N[S@@](=O)C(C)(C)C)(C)C